C(COCCCCO)O ethyleneoxyn-butyl alcohol